ClC=1C(=C(N2N=C(N=CC21)N[C@@H]2[C@@H](CN(CC2)S(=O)(=O)C)F)CC(C)C)C#N 5-chloro-2-([(3R,4s)-3-fluoro-1-methanesulfonylpiperidin-4-yl]amino)-7-(2-methylpropyl)pyrrolo[2,1-f][1,2,4]triazine-6-carbonitrile